2,7-dichloro-4-[3-(6,7-dihydro-5H-pyrazolo[1,5-a]pyrimidin-4-yl)-7,8-dihydro-5H-1,6-naphthyridin-6-yl]-6-fluoro-quinazoline ClC1=NC2=CC(=C(C=C2C(=N1)N1CC=2C=C(C=NC2CC1)N1C=2N(CCC1)N=CC2)F)Cl